N1=NC=C(C=C1)C1=CC(=C2C=NNC2=C1)NCCOCCCCNCC=1C=C(OCCO)C=C(C1)OC(F)(F)F 2-(3-(((4-(2-((6-(pyridazin-4-yl)-1H-indazol-4-yl)amino)ethoxy)butyl)amino)methyl)-5-(trifluoromethoxy)phenoxy)ethan-1-ol